4-((2-Ethyl-5-(3-methylisoxazol-5-yl)phenyl)sulfonyl)-5-methyl-3,4-dihydro-2H-benzo[b][1,4]oxazine C(C)C1=C(C=C(C=C1)C1=CC(=NO1)C)S(=O)(=O)N1C2=C(OCC1)C=CC=C2C